C(C)(C)(C)OC(=O)N1CC(C(CC1)C1=C(C=C2C(=NN(C2=C1)C)N1C(NC(CC1)=O)=O)F)(F)F 4-(3-(2,4-dioxotetrahydropyrimidin-1(2H)-yl)-5-fluoro-1-methyl-1H-indazol-6-yl)-3,3-difluoropiperidine-1-carboxylic acid tert-butyl ester